N1CCC(CC1)CN([C@@H]1CC2=C(N=C(S2)N)CC1)CCC (S)-N6-(piperidin-4-ylmethyl)-N6-propyl-4,5,6,7-tetrahydrobenzo[d]thiazole-2,6-diamine